C(N)(OC1CCC(CC1)NC(=O)OCC1=CC=CC=C1)=O (4-(((benzyloxy) carbonyl) amino) cyclohexyl) carbamate